N1=C(C=CC=C1)[C@@]1(CCOC2(CCCC2)C1)CCNCC1=NC=C(N=C1)C(F)(F)F {2-[(9R)-9-(pyridin-2-yl)-6-oxaspiro[4.5]decan-9-yl]ethyl}({[5-(trifluoromethyl)pyrazin-2-yl]methyl})amine